1H-indole-6-nitrile N1C=CC2=CC=C(C=C12)C#N